ClC1=NC(=NC(=N1)OC1=CC=CC=C1)C=1N(C2=CC=CC=C2C1)C1=CC=CC=C1 (4-chloro-6-phenoxy-1,3,5-triazin-2-yl)-1-phenyl-1H-indole